C(C)(C)(C)OC(=O)N1CC=2C(CC1)=NN(C2C)C2=CC=C(C=C2)CN.O2C(=CC=C2)C(C)C=2OC=CC2 1,1-di(furan-2-yl)ethane tert-butyl-2-[4-(aminomethyl)phenyl]-3-methyl-4H,6H,7H-pyrazolo[4,3-c]pyridine-5-carboxylate